Tyrosine-13C6 tert-butyl-2-(2'-(4,4,5,5-tetramethyl-1,3,2-dioxaborolan-2-yl)-[1,1'-biphenyl]-4-yl)acetate C(C)(C)(C)C(C(=O)O[13C]1=[13CH][13CH]=[13C]([13CH2][13C@H](N)C(=O)O)C=C1)C1=CC=C(C=C1)C1=C(C=CC=C1)B1OC(C(O1)(C)C)(C)C